C(C1=CC=CC=C1)(=O)OC=1C=CC=C2C=CC=NC12 8-Quinolinol benzoate